tert-butyl 3-[2-[2-[2-[2-[2-[2-[2-[2-[2-(2-aminoethoxy)ethoxy]ethoxy]ethoxy]ethoxy]ethoxy]ethoxy]ethoxy]ethoxy]ethoxy]propanoate NCCOCCOCCOCCOCCOCCOCCOCCOCCOCCOCCC(=O)OC(C)(C)C